(R)-7,7-dimethyl-2-(1H-indol-4-yl)-6-cyclopropylcarbonyl-4-(3-methylmorpholin-4-yl)-6,7-dihydro-5H-pyrrolo[3,4-d]pyrimidine CC1(N(CC2=C1N=C(N=C2N2[C@@H](COCC2)C)C2=C1C=CNC1=CC=C2)C(=O)C2CC2)C